5-(5,5-dimethyl-1,3,2-dioxaborolan-2-yl)-2,3-difluoropyridine CC1(COB(O1)C=1C=C(C(=NC1)F)F)C